N-(6-(2-(tert-Butylamino)-2-oxoethyl)-6-azaspiro[2.5]octan-1-yl)-3,4-dichlorobenzamide C(C)(C)(C)NC(CN1CCC2(CC2NC(C2=CC(=C(C=C2)Cl)Cl)=O)CC1)=O